aminothioformic acid NC(=S)O